FC1=C(C=O)C(=CC(=C1)C)F 2,6-DIFLUORO-4-METHYLBENZALDEHYDE